S-Isopropyl (S)-3-methyl-2-(2-((S)-5-oxo-1-(2,3,5-trifluorobenzyl)pyrrolidin-2-yl)acetamido)butanethioate CC([C@@H](C(SC(C)C)=O)NC(C[C@H]1N(C(CC1)=O)CC1=C(C(=CC(=C1)F)F)F)=O)C